C(C)(=O)N1CCN(CC1)C1=NC2=CC=C(C=C2C=C1)NC(=S)NCCN(CC)CC 1-(2-(4-acetylpiperazin-1-yl)quinolin-6-yl)-3-(2-(diethylamino)ethyl)thiourea